1-(2-(4-(1H-indol-3-yl)phenyl)-1H-benzo[d]imidazol-5-yl)-3-(5-methoxy-2,2-dimethyl-2H-chromen-6-yl)urea N1C=C(C2=CC=CC=C12)C1=CC=C(C=C1)C1=NC2=C(N1)C=CC(=C2)NC(=O)NC=2C(=C1C=CC(OC1=CC2)(C)C)OC